1-(3-aminopyridin-2-yl)-3-(4-(tert-butyl)phenyl)prop-2-yn-1-one NC=1C(=NC=CC1)C(C#CC1=CC=C(C=C1)C(C)(C)C)=O